COC[C@H]1NC(COC2=CC=CC(C3=NNC4=CC=C(OCC1)C=C34)=C2)=O (11S)-11-(methoxymethyl)-7,14-dioxa-10,19,20-triazatetracyclo[13.5.2.12,6.018,21]tricosa-1(20),2(23),3,5,15,17,21-heptaen-9-one